N-(3-azidopropyl)-2-[[(1S,3S)-3-[[5-(1-ethylpropyl)pyrazolo[1,5-a]pyrimidin-7-yl]amino]cyclopentyl]amino]acetamide N(=[N+]=[N-])CCCNC(CN[C@@H]1C[C@H](CC1)NC1=CC(=NC=2N1N=CC2)C(CC)CC)=O